5'-O-(1,1-bis(4-methoxyphenyl)-1-phenylmethyl)thymidine COC1=CC=C(C=C1)C(C1=CC=CC=C1)(C1=CC=C(C=C1)OC)OC[C@@H]1[C@H](C[C@@H](O1)N1C(=O)NC(=O)C(C)=C1)O